4-((2S,5R)-4-(bis(4-fluorophenyl)methyl)-2,5-dimethylpiperazin-1-yl)-2-(difluoromethyl)thiazolo[4,5-e][1,2,4]triazolo[4,3-a]pyrimidine FC1=CC=C(C=C1)C(N1C[C@@H](N(C[C@H]1C)C1=NC=2N(C3=C1N=C(S3)C(F)F)C=NN2)C)C2=CC=C(C=C2)F